N=1ON=C2C1C=CC(=C2)NC(=O)C=2C=NN(C2C(F)(F)F)C2=C1C=CNC(C1=CC=C2)=C=O N-(benzo[c][1,2,5]oxadiazol-5-yl)-1-(1-carbonyl-1,2-dihydro-isoquinolin-5-yl)-5-(trifluoromethyl)-1H-pyrazole-4-carboxamide